4-(4-aminophenyl)-3-(3,4-dimethylphenyl)chroman-7-ol NC1=CC=C(C=C1)C1C(COC2=CC(=CC=C12)O)C1=CC(=C(C=C1)C)C